tert-butyl (3S,4S)-4-{[5-chloro-7-(1-ethylcyclobutyl)-6-iodopyrrolo[2,1-f][1,2,4]triazin-2-yl]amino}-3-hydroxypiperidine-1-carboxylate ClC=1C(=C(N2N=C(N=CC21)N[C@@H]2[C@H](CN(CC2)C(=O)OC(C)(C)C)O)C2(CCC2)CC)I